2-(2,6-Dioxopiperidin-3-yl)-4-methoxy-6-(piperazin-1-yl)-2,3-dihydro-1H-isoindole-1,3-dione O=C1NC(CCC1N1C(C2=CC(=CC(=C2C1=O)OC)N1CCNCC1)=O)=O